ClC1=C(CSC2=NN=C3N2C(=CC(N3)=O)CC)C(=CC=C1)F 3-[(2-chloro-6-fluorobenzyl)sulfanyl]-5-ethyl[1,2,4]triazolo[4,3-a]pyrimidin-7(8H)-one